tert-butyl ((8R,9aS)-2-((R)-1-((3,4-dichlorobenzyl)amino)-4-methyl-1-oxopentan-2-yl)-1-oxo-5-phenethyloctahydro-1H-pyrrolo[1,2-a][1,4]diazepin-8-yl)carbamate ClC=1C=C(CNC([C@@H](CC(C)C)N2C([C@H]3N(C(CC2)CCC2=CC=CC=C2)C[C@@H](C3)NC(OC(C)(C)C)=O)=O)=O)C=CC1Cl